COC=1C=C(C=C(C1)OC)C(C)=O (3,5-dimethoxyphenyl)ethanone